2-(2-aminoethoxy)ethyl (E)-3-(2-methoxypyridin-5-yl)acrylate hydrochloride Cl.COC1=NC=C(C=C1)/C=C/C(=O)OCCOCCN